OC1=C(C=C(C=C1)C(F)(F)F)C=1C(N=C2C=C(C=CC12)C(F)(F)F)=O 3-[2-hydroxy-5-(trifluoromethyl)-phenyl]-6-(trifluoromethyl)-2H-indol-2-one